N1(CCNCC1)C(=O)C1=CC=C(C=C1)C=1NC2=NC=CC=C2C1 2-(4-(piperazine-1-carbonyl)phenyl)-7-azaindole